N-(2-(dimethylamino)-2-(1H-indol-3-yl)ethyl)-1H-indole-6-sulfonamide CN(C(CNS(=O)(=O)C1=CC=C2C=CNC2=C1)C1=CNC2=CC=CC=C12)C